2-(6-(((1R,3S,4S,5R)-4-fluoro-1,8-dimethyl-8-azabicyclo[3.2.1]oct-6-en-3-yl)(methyl)amino)pyridazin-3-yl)-5-(4-fluoro-1H-pyrazol-1-yl)phenol F[C@H]1[C@H](C[C@@]2(C=C[C@H]1N2C)C)N(C2=CC=C(N=N2)C2=C(C=C(C=C2)N2N=CC(=C2)F)O)C